C(CCCC[C@@H]1SC[C@@H]2NC(=O)N[C@H]12)(=O)NCCOCCOCC(=O)O 2-(2-(2-(D-biotinylamino)ethoxy)ethoxy)acetic acid